BrC=1C(=C(C=CC1)C(CC=C)NCCC)F 1-(3-bromo-2-fluorophenyl)-N-propylbut-3-en-1-amine